NC1=NC=NN2C1=C(C=C2C=2C=C(C(=O)NCCC(C1=CC=CC=C1)O)C=CC2)C(F)(F)F 3-[4-amino-5-(trifluoromethyl)pyrrolo[2,1-f][1,2,4]triazin-7-yl]-N-(3-hydroxy-3-phenylpropyl)benzamide